4-(((3-(diethylamino)propoxy)carbonyl)oxy)decanoic Acid C(C)N(CCCOC(=O)OC(CCC(=O)O)CCCCCC)CC